C(=C)(C)C1=CC=C(C=C1)[Ge](C)(C)C 4-isopropenylphenyl-trimethylgerman